BrC=1SC=C(N1)NC(OC(C)(C)C)=O tert-butyl N-(2-bromothiazol-4-yl)carbamate